(2-amino-5,6,7,8-tetrahydroquinolin-6-yl)methanol NC1=NC=2CCC(CC2C=C1)CO